ClC1=NC=C2C(=C(C(NC2=C1F)=O)CC)OC 7-chloro-3-ethyl-8-fluoro-4-methoxy-1,6-naphthyridin-2(1H)-one